ClC=1C=C2C(=NNC2=CC1OCCOC)C1=CC(=NO1)C1=CC=C(C=C1)C(=O)N1CC(C1)N1CCOCC1 (4-{5-[5-Chloro-6-(2-methoxyethoxy)-1H-indazol-3-yl]-isoxazol-3-yl}-phenyl)-(3-morpholin-4-yl-azetidin-1-yl)-methanon